2-fluoro-3-((1R,3R)-1-(2-fluoro-4-((2-(3-(fluoromethyl)azetidin-1-yl)ethyl)amino)phenyl)-3-methyl-1,3,4,9-tetrahydro-2H-pyrido[3,4-b]indol-2-yl)-2-methylpropan-1-ol FC(CO)(CN1[C@@H](C=2NC3=CC=CC=C3C2C[C@H]1C)C1=C(C=C(C=C1)NCCN1CC(C1)CF)F)C